FC=1C(=NC=C(C1)F)N1N=C(C2=CC(=CC=C12)F)N 1-(3,5-Difluoropyridin-2-yl)-5-fluoro-1H-indazol-3-amine